2-methoxy-N-methyl-5,8-dihydro-6H-pyrano[3,4-b]pyridin-5-amine COC1=CC=C2C(=N1)COCC2NC